C(C1=CC=CC=C1)NC(\C=C\C=C\C=1C=C2C=CC=NC2=CC1)=O (2e,4e)-N-benzyl-5-(quinolin-6-yl)penta-2,4-dienamide